tetraazacycloheptadecino[16,17-f]isoquinoline-9-carboxamide C1=CN=CC=2C=CC3=C(C12)C=CC=CC=CC=CC=CC=NN(N=N3)C(=O)N